FC1=C(C#N)C=C(C(=C1O)F)F 2,4,5-trifluoro-3-hydroxybenzonitrile